FC1(CCN(CC1)C1=NC(=CC2=C1COC2C)NC(C2=C(C=C(C=C2)NS(=O)(=O)CCO)N2CCC1(CC1)CC2)=O)F N-(4-(4,4-difluoropiperidin-1-yl)-1-methyl-1,3-dihydrofuro[3,4-c]pyridin-6-yl)-4-((2-hydroxyethyl)sulfonamido)-2-(6-azaspiro[2.5]octan-6-yl)benzamide